NC1=NC2=CC=C(C=C2C=C1C)C(=O)N([C@H](C)C1=NC=CC=N1)CC1=NC=C(C=C1)C=1CCOCC1 2-amino-N-((5-(3,6-dihydro-2H-pyran-4-yl)-2-pyridinyl)methyl)-3-methyl-N-((1R)-1-(2-pyrimidinyl)ethyl)-6-quinolinecarboxamide